ClC1=NC(=C2N=CN(C2=N1)C1CCN(CC1)C)Cl 2,6-dichloro-9-(1-methylpiperidin-4-yl)-9H-purine